C(C1=CC=CC=C1)N(CC(=O)OCC)C[C@@H]1N(C(OC1)(C)C)C(=O)OC(C)(C)C tert-butyl (4S)-4-{[benzyl (2-ethoxy-2-oxoethyl) amino] methyl}-2,2-dimethyl-1,3-oxazolidine-3-carboxylate